2,2,2-Trifluoroethyl 2-(aminomethyl)-5-chlorobenzofuran-7-carboxylate NCC=1OC2=C(C1)C=C(C=C2C(=O)OCC(F)(F)F)Cl